NC1=NC=NN2C1=C(C=C2C=2C(=CC(=C(C(=O)N[C@@H]1CN(C[C@@H]1F)C(C1=C(C=CC=C1F)Cl)=O)C2)C)F)C(F)(F)F 5-[4-amino-5-(trifluoromethyl)pyrrolo[2,1-f][1,2,4]triazin-7-yl]-N-[(3R,4S)-1-(2-chloro-6-fluorobenzoyl)-4-fluoropyrrolidin-3-yl]-4-fluoro-2-methylbenzamide